C(C(C)C)NCCC(=O)O 3-(ISOBUTYLAMINO)PROPANOIC ACID